C(C=C)OC([C@@H](N)CC(=O)O)=O L-aspartic acid-1-allyl ester